(7R,14R)-1-(difluoromethoxy)-11-[6-(2-hydroxypropan-2-yl)pyridin-3-yl]-6-trideuteromethyl-6,7-dihydro-7,14-methanobenzimidazo[1,2-b][2,5]benzodiazocin FC(OC1=CC=CC2=CN([C@H]3C=4N(C(=C21)C3)C3=C(N4)C=CC(=C3)C=3C=NC(=CC3)C(C)(C)O)C([2H])([2H])[2H])F